O[C@H]1[C@@H](O[C@@H]([C@H]1O)CO)N1N=C(N=C1)C(=O)N 1-[(2R,3R,4S,5R)-3,4-dihydroxy-5-(hydroxymethyl)tetra-hydrofuran-2-yl]-1,2,4-triazole-3-carboxamide